O=C1NC(CCC1NC1=CC=C(C=C1)N1CCC(CC1)N1CCC(CC1)CNC(=O)C1CC(CCC1)NC1=NC=C(C(=N1)C1=CC(=CC=C1)N1C(C=CC=C1)=O)F)=O N-((1'-(4-((2,6-dioxopiperidin-3-yl)amino)phenyl)-[1,4'-bipiperidin]-4-yl)methyl)-3-((5-fluoro-4-(3-(2-oxopyridin-1(2H)-yl)phenyl)pyrimidin-2-yl)amino)cyclohexane-1-carboxamide